ethyl-1,3-propanediamine C(C)C(CCN)N